FC(C(=O)O)(F)F.FC1(CCC(CC1)C1=NN=C(O1)[C@@H]1CC[C@H](CC1)N)F trans-4-(5-(4,4-difluorocyclohexyl)-1,3,4-oxadiazol-2-yl)cyclohexan-1-amine 2,2,2-trifluoroacetate